CNC=1N=C(C(=NC1C=1C2=C(C=NC1)N(C=N2)C)C(=O)N)NC2=CC=C(C=C2)OC2CCN(CC2)C 5-(methylamino)-6-(3-methylimidazo[4,5-c]pyridin-7-yl)-3-[4-[(1-methyl-4-piperidinyl)oxy]anilino]pyrazine-2-carboxamide